Cl.NCCN1C(C=CC1=O)=O 1-(2-aminoethyl)-1H-pyrrole-2,5-dione monohydrochloride